tert-Butyl 4'-methylbiphenyl-2-carboxylate CC1=CC=C(C=C1)C=1C(=CC=CC1)C(=O)OC(C)(C)C